NC(CCOC1=CC=2N(C=C1)C(=CN2)C2=CC(=NC=N2)NCC2=CC=C(C=C2)C=2C=NN(C2)C)(C)C {6-[7-(3-amino-3-methyl-butoxy)-imidazo[1,2-a]pyridin-3-yl]-pyrimidin-4-yl}-[4-(1-methyl-1H-pyrazol-4-yl)-benzyl]-amine